BrC=1C=C2C(=CC=NC2=CC1)C(=O)NCC(=O)O (6-bromoquinoline-4-carbonyl)glycine